O1CCC(CC1)NCC=1C=C2C=C(N(C2=CC1)CC(F)(F)F)C#CC 3-(5-{[(oxan-4-yl)amino]methyl}-1-(2,2,2-trifluoroethyl)-1H-indol-2-yl)prop-2-yn